2,2'-azobis(2-hydroxymethylpropionitrile) N(=NC(C#N)(C)CO)C(C#N)(C)CO